BrC1=C2C3(C(NC2=CC(=C1)C(=O)NC1=CC=C(C=C1)OC(F)(F)Cl)=O)CCCC3 4'-bromo-N-(4-(chlorodifluoromethoxy)phenyl)-2'-oxospiro[cyclopentane-1,3'-indoline]-6'-carboxamide